tert-Butyl 2-[(1-acetyl-4-piperidyl)amino]-6-methoxy-pyridine-4-carboxylate C(C)(=O)N1CCC(CC1)NC1=NC(=CC(=C1)C(=O)OC(C)(C)C)OC